ClC=1C=C(C=C(C1)Cl)C=1OC2=C(N1)C=CC(=C2)C(=O)N2CCN(CC2)C (2-(3,5-dichlorophenyl)benzo[d]oxazol-6-yl)(4-methylpiperazin-1-yl)methanone